1-{[(5R)-3-{4'-[(1,3-Dimethylazetidin-3-yl)(difluoro)methyl]-2-fluoro[1,1'-biphenyl]-4-yl}-4,5-dihydro-1,2-oxazol-5-yl]methyl}-1H-1,2,3-triazole CN1CC(C1)(C)C(C1=CC=C(C=C1)C1=C(C=C(C=C1)C1=NO[C@H](C1)CN1N=NC=C1)F)(F)F